(2S)-2-[(2S)-3-(1,2-dimethyl-1H-imidazol-4-yl)-2-(N-methylacetamido)propanamido]-5,5-dimethylhexanoic acid CN1C(=NC(=C1)C[C@@H](C(=O)N[C@H](C(=O)O)CCC(C)(C)C)N(C(C)=O)C)C